C(C1=CC=CC=C1)OCN1N=CC2=C(C1=O)C(=NN2C2CCC2)C 5-((benzyloxy)methyl)-1-cyclobutyl-3-methyl-1,5-dihydro-4H-pyrazolo[3,4-d]pyridazin-4-one